ClC=1C(=C(C=CC1)C1(CNC1)NC1=CC2=CN(CN=C2C(=C1)F)C1CC1)C 6-{[3-(3-chloro-2-methylphenyl)azetidin-3-yl]amino}-3-cyclopropyl-8-fluoroquinazolin